OCCOC1=CC=C(C=C1)C(C(C)(C)O)=O 1-(4-(2-hydroxyethoxy)phenyl)-2-hydroxy-2-methyl-1-propanone